methyl (6-cyano-2-((5-methoxy-7-methyl-1H-indol-4-yl)methyl)-2H-indazol-7-yl)glycinate C(#N)C=1C=CC2=CN(N=C2C1NCC(=O)OC)CC1=C2C=CNC2=C(C=C1OC)C